calcium β-hydroxypentanoate salt OC(CC(=O)[O-])CC.[Ca+2].OC(CC(=O)[O-])CC